2-(3,4-dihydroxyphenyl)-3,5,7-trihydroxy-4H-1-benzopyran-4-one dihydrate O.O.OC=1C=C(C=CC1O)C=1OC2=C(C(C1O)=O)C(=CC(=C2)O)O